(R)-2-((benzo[d]thiazol-5-ylmethyl)(1-(3-fluoropyridin-2-yl)ethyl)amino)-2-oxoacetic acid methyl ester COC(C(=O)N([C@H](C)C1=NC=CC=C1F)CC=1C=CC2=C(N=CS2)C1)=O